(3-(dimethylamino)propyl)ethanesulfonamide CN(CCCC(C)S(=O)(=O)N)C